L-1-ethyl-3-methylimidazole C(C)N1CN(C=C1)C